C(CCCCCCC\C=C/CCCCCCCC)(=O)O.OCC(O)CO.OCC(O)CO.OCC(O)CO triglycerine monooleate